3-cyclopropyl-1-(6-(((1S,3S)-3-((5-(difluoromethoxy)pyrimidin-2-yl)amino)cyclopentyl)amino)pyridazin-3-yl)pyridin-2(1H)-one C1(CC1)C=1C(N(C=CC1)C=1N=NC(=CC1)N[C@@H]1C[C@H](CC1)NC1=NC=C(C=N1)OC(F)F)=O